N6,N6-dimethyl-N4-(4-(5-((2-methylpyridin-4-yl)amino)-1H-imidazo[4,5-b]pyridin-2-yl)phenyl)quinoline-4,6-diamine CN(C=1C=C2C(=CC=NC2=CC1)NC1=CC=C(C=C1)C=1NC=2C(=NC(=CC2)NC2=CC(=NC=C2)C)N1)C